BrC1=CC=2N=C(N=C(C2N=C1)N1C[C@@H](NCC1)CC#N)Cl (S)-2-(4-(7-bromo-2-chloropyrido[3,2-d]pyrimidin-4-yl)piperazin-2-yl)acetonitrile